3-[(2-chloro-6-fluorophenyl)methyl]-4-(furan-3-ylmethyl)-4,5-dihydro-1,2,4-oxadiazol-5-one ClC1=C(C(=CC=C1)F)CC1=NOC(N1CC1=COC=C1)=O